CC=1C(=NC(=NC1)NC1=CC=C(C=C1)N1CCOCC1)C1=CC=C(C=C1)S(=O)(=O)N 4-(5-methyl-2-(4-morpholinophenyl-amino)pyrimidin-4-yl)benzene-sulfonamide